4-fluoro-3-(3-fluoropyridin-2-yl)aniline FC1=C(C=C(N)C=C1)C1=NC=CC=C1F